C(C=C)(=O)OC(CC)C γ-butyl acrylate